FC=1C=C(C=CC1)NC(=O)NC1CC2(CN(C2)C(=O)C=2C=NN3C2SC=C3)C1 1-(3-fluorophenyl)-3-(2-(pyrazolo[5,1-b]thiazole-7-carbonyl)-2-azaspiro[3.3]heptan-6-yl)urea